[5-Methyl-6-(2,2,2-trifluoroethoxy)pyridin-3-yl]methanol CC=1C=C(C=NC1OCC(F)(F)F)CO